C(#N)C1=C(C=CC=C1)SC=1C=2N(C=C(C1)C=1C=NN(C1)C[C@H](C)O)N=CC2C#N (S)-4-((2-cyanophenyl)thio)-6-(1-(2-hydroxypropyl)-1H-pyrazol-4-yl)pyrazolo[1,5-a]pyridine-3-carbonitrile